5-(2-(benzyloxy)-5-hydroxyphenyl)nicotinamide C(C1=CC=CC=C1)OC1=C(C=C(C=C1)O)C=1C=NC=C(C(=O)N)C1